N-(4-((4-((1R,4R)-2-oxa-5-azabicyclo[2.2.1]heptan-5-yl)piperidin-1-yl)sulfonyl)-2-methoxyphenyl)-4-cyclopropyl-5-(trifluoromethyl)-7H-pyrrolo[2,3-d]pyrimidin-2-amine [C@H]12OC[C@H](N(C1)C1CCN(CC1)S(=O)(=O)C1=CC(=C(C=C1)NC=1N=C(C3=C(N1)NC=C3C(F)(F)F)C3CC3)OC)C2